ClC=1C=2N(C=C(N1)C=1C=C(C=CC1)[C@@H](C)N(C(OC(C)(C)C)=O)CC)C=CN2 tert-butyl (R)-(1-(3-(8-chloroimidazo[1,2-a]pyrazin-6-yl)phenyl)ethyl)(ethyl)carbamate